Azepane-1,2-dicarboxylic acid O1-tert-butyl ester O2-methyl ester COC(=O)C1N(CCCCC1)C(=O)OC(C)(C)C